CC(C(C(N)(C)C)C)(N)C tetramethyl-1,3-diamino-2-methylpropane